dec-8-en-3,5,10-trione CCC(CC(CCC=CC=O)=O)=O